2-Amino-6-bromophenol NC1=C(C(=CC=C1)Br)O